C(CCCCCCC)P(O)(O)O mono-octyl-phosphorous acid